8-((3S,4S)-4-(4-chloro-3-fluorophenoxy)-3-ethoxypiperidin-1-yl)-5-methyl-6-oxo-5,6-dihydro-1,5-naphthyridine-2-carbonitrile ClC1=C(C=C(O[C@@H]2[C@H](CN(CC2)C2=CC(N(C=3C=CC(=NC23)C#N)C)=O)OCC)C=C1)F